C(C)(=O)[O-].C(CCCCCC)[N+]1=CC=C(C=C1)CC 1-heptyl-4-ethylpyridinium acetate